6-(2-Hydroxyethoxy)-1-methyl-2-oxo-N-phenyl-quinoline-3-carboxamide OCCOC=1C=C2C=C(C(N(C2=CC1)C)=O)C(=O)NC1=CC=CC=C1